7-{5-methyl-6-phenyl-5H-pyrrolo[2,3-b]pyrazine-7-carbonyl}-2-[2-(trifluoromethyl)pyridin-3-yl]-2,7-diazaspiro[3.5]nonane CN1C(=C(C=2C1=NC=CN2)C(=O)N2CCC1(CN(C1)C=1C(=NC=CC1)C(F)(F)F)CC2)C2=CC=CC=C2